N1(CCNCC1)C1=NC=CN=C1C(C1=CC=C(C=C1)C(F)(F)F)=O 2-(piperazin-1-yl)-3-[4-(trifluoromethyl)benzoyl]pyrazine